1-(3-amino-5-chloro-2-hydroxyphenyl)ethanone NC=1C(=C(C=C(C1)Cl)C(C)=O)O